C(CCCCCCCCCCCCCCCCCCCCCCCCCCCCCCCCCCCCC)(=O)O octatricontanoic acid